FC(C=1OC2=C(CNCC2)N1)(F)F 2-(trifluoromethyl)-4,5,6,7-tetrahydrooxazolo[4,5-c]pyridine